(1R)-1-(1,3-thiazol-2-yl)ethan-1-ol S1C(=NC=C1)[C@@H](C)O